CN1CCN(CC1)C1=CC=C(C(=O)N2CCC3(C(C3)CNC(=O)C3=CC=4C=NC=CC4N3)CC2)C=C1 N-[[6-[4-(4-methylpiperazin-1-yl)benzoyl]-6-azaspiro[2.5]octan-2-yl]methyl]-1H-pyrrolo[3,2-c]pyridine-2-carboxamide